tert-butyl ((7-hydroxy-2-oxo-1,2,3,4-tetrahydroquinolin-4-yl)methyl)carbamate OC1=CC=C2C(CC(NC2=C1)=O)CNC(OC(C)(C)C)=O